ClC=1C(=NC(=CC1)C1=CC=CC=C1)C1=CC=CC=C1 3-chloro-2,6-diphenylpyridine